N(=[N+]=[N-])C1[C@H]2CN(C[C@@H]1CC2)C(=O)OC(C)(C)C tert-butyl (1R,5S,8S)-8-azido-3-azabicyclo[3.2.1]octane-3-carboxylate